N-(4-bromobenzyl)-6-(phenylsulfonyl)-[1,2,4]triazolo[1,5-a]pyridin-2-amine BrC1=CC=C(CNC2=NN3C(C=CC(=C3)S(=O)(=O)C3=CC=CC=C3)=N2)C=C1